2-[(2-Chloro-5-cyano-3-{4-[1-(3-hydroxycyclobutyl)piperidin-4-yl]piperazin-1-yl}phenyl)amino]-4-(cyclopropylamino)pyrazolo[1,5-a][1,3,5]triazine-8-carbonitrile ClC1=C(C=C(C=C1N1CCN(CC1)C1CCN(CC1)C1CC(C1)O)C#N)NC1=NC=2N(C(=N1)NC1CC1)N=CC2C#N